(R or S)-(3-(3-fluoro-4-methylphenyl)-3-(1,2,4-thiadiazol-5-yl)pyrrolidin-1-yl)(1-(2-hydroxy-2-methylpropyl)-5-methyl-1H-indazol-3-yl)methanone FC=1C=C(C=CC1C)[C@]1(CN(CC1)C(=O)C1=NN(C2=CC=C(C=C12)C)CC(C)(C)O)C1=NC=NS1 |o1:8|